4-(4-Nitrophenyl)-4,7-diazaspiro[2.5]octane-7-carboxylic acid tert-butyl ester C(C)(C)(C)OC(=O)N1CCN(C2(CC2)C1)C1=CC=C(C=C1)[N+](=O)[O-]